BrC=1C=C2C3(C(N(C2=CC1)C)=O)CC3 5'-bromo-1'-methylspiro[cyclopropane-1,3'-dihydroindole]-2'-one